C1(CCCCC1)[C@H](C(F)F)NC(=O)C1CC12CCC1=CC=C(C=C21)F N-[(1R)-1-Cyclohexyl-2,2-difluoroethyl]-6'-fluoro-2',3'-dihydrospiro[cyclopropane-1,1'-indene]-2-carboxamide